CN(C1=CC=C(C=C1)NC(NC=1C=CC2=C(C3=C(O2)C=C(C=C3)S(=O)(=O)N[C@H](C(=O)O)C(C)C)C1)=O)C (S)-2-(8-(3-(4-(dimethylamino)phenyl)ureido)dibenzo[b,d]furan-3-sulfonamido)-3-methyl-butanoic acid